BrC=1NC2=CC(=CC=C2C1C)C(=O)OC Methyl 2-bromo-3-methyl-1H-indole-6-carboxylate